(2S)-2-[(tert-butoxycarbonyl)amino]-3-{4-[1-(dihydroxyboranyl)cyclopropyl]phenyl}propanoic acid C(C)(C)(C)OC(=O)N[C@H](C(=O)O)CC1=CC=C(C=C1)C1(CC1)B(O)O